(1R,5S)-3-(7-(8-ethynyl-7-fluoronaphthalen-1-yl)-8-fluoro-2-morpholinopyrido[4,3-d]pyrimidin-4-yl)-8-oxa-3-azabicyclo[3.2.1]octane C(#C)C=1C(=CC=C2C=CC=C(C12)C1=C(C=2N=C(N=C(C2C=N1)N1C[C@H]2CC[C@@H](C1)O2)N2CCOCC2)F)F